FC(C=1C=C(C=C(C1)C(F)(F)F)C=1N=C(OC1)Cl)(F)F 4-(3,5-bis(trifluoromethyl)phenyl)-2-chloro-1,3-oxazole